3-(but-2-yn-1-yloxy)-5-(5-methyl-1,3-thiazol-2-yl)-N-{(1R)-1-[2-(trifluoromethyl)pyrimidin-5-yl]ethyl}benzamide C(C#CC)OC=1C=C(C(=O)N[C@H](C)C=2C=NC(=NC2)C(F)(F)F)C=C(C1)C=1SC(=CN1)C